CC1=NC2=CC3=C(C=C2C=N1)N(C(C31CCOCC1)=O)C 2',6'-dimethyl-2,3,5,6-tetrahydrospiro[pyran-4,8'-pyrrolo[2,3-g]quinazolin]-7'(6'H)-one